Tert-butyl (4-(4-(2-(2-aminopyridin-3-yl)-5-phenyl-3H-imidazo[4,5-b]pyridin-3-yl)benzyl)piperazin-1-yl)carbamate NC1=NC=CC=C1C1=NC=2C(=NC(=CC2)C2=CC=CC=C2)N1C1=CC=C(CN2CCN(CC2)NC(OC(C)(C)C)=O)C=C1